tri(p-tolyl)silane C1(=CC=C(C=C1)[SiH](C1=CC=C(C=C1)C)C1=CC=C(C=C1)C)C